4-benzyl-5-(3-ethoxy-3-oxo-propionyl)-2-methyl-pyrazole-3-carboxylic acid tert-butyl ester C(C)(C)(C)OC(=O)C=1N(N=C(C1CC1=CC=CC=C1)C(CC(=O)OCC)=O)C